FC(C1=NC=C(C#N)C=C1)C1=CC=C(C=C1)F 6-(fluoro(4-fluorophenyl)methyl)nicotinonitrile